CNCCOC1=CC=C(CC2=CN=C3C(=NC(=NN32)O[C@@H](C)CCC)N)C=C1 (S)-7-(4-(2-(methylamino)ethoxy)benzyl)-2-(pentan-2-yloxy)imidazo[2,1-f][1,2,4]triazin-4-amine